ClC1=C(C(=CC=C1)SC1=CC=CC=C1)CC(=O)O 2-chloro-6-(phenylthio)phenylacetic acid